OC=1C(=CC2=C(N=C(S2)C(CCC(=O)OCC)=O)C1)OC ethyl 4-(5-hydroxy-6-methoxybenzo[d]thiazol-2-yl)-4-oxobutanoate